ClC=1C(=NC(=NC1)NC1=CC=C(C=C1)N1CCOCC1)NC1=C(C(=O)NOC)C=CC=C1 2-((5-chloro-2-((4-morpholinophenyl)amino)pyrimidin-4-yl)amino)-N-methoxybenzamide